OCC1=C2C(=C3CN(C(C3=C1)=O)C1C(NC(CC1)=O)=O)OCC2 3-(4-(hydroxymethyl)-6-oxo-2,3,6,8-tetrahydro-7H-furo[2,3-e]isoindol-7-yl)piperidine-2,6-dione